4-[[(2S)-4-tert-butoxy-2-[4-(5-chloro-2-propionyl-phenyl)-2-oxo-5-(trideuteromethoxy)-1-pyridinyl]butanoyl]amino]benzoic acid C(C)(C)(C)OCC[C@@H](C(=O)NC1=CC=C(C(=O)O)C=C1)N1C(C=C(C(=C1)OC([2H])([2H])[2H])C1=C(C=CC(=C1)Cl)C(CC)=O)=O